C1(CC1)CN1CCN(CC1)C1=CC=C(C=C1)C=1C=C(C2=C(N(C(=N2)C2=CC=C(C=C2)S(=O)(=O)C)C)C1)C 6-(4-(4-(Cyclopropylmethyl)piperazin-1-yl)phenyl)-1,4-dimethyl-2-(4-(methylsulfonyl)phenyl)-1H-benzo[d]imidazol